C(OCC)(OC1=C(C(N(C12CCN(CC2)OC)C)=O)C2=C(C=C(C=C2C)Cl)C)=O ethyl 3-(4-chloro-2,6-dimethylphenyl)-8-methoxy-1-methyl-2-oxo-1,8-diazaspiro[4.5]dec-3-en-4-yl carbonate